N-(3-{8-bromo-3-[(trifluoromethyl)sulfanyl]indolizin-2-yl}prop-2-yn-1-yl)-7-(dimethylphosphoryl)-1,3-benzoxazol-4-amine BrC1=CC=CN2C(=C(C=C12)C#CCNC=1C=CC(=C2C1N=CO2)P(=O)(C)C)SC(F)(F)F